CC1N2C=CC(C3=CC=CC(OC1)=C23)=O 2-methyl-4-oxa-1-azatricyclo[7.3.1.05,13]trideca-5(13),6,8,11-tetraen-10-one